C(C)S(=O)(=O)C=1C=C2CN(C(C2=CC1)C(=O)NC1=CC=C(C=C1)C(C(F)(F)F)(C(F)(F)F)O)C(CC1(CC1)OC)=O 5-(Ethylsulfonyl)-N-[4-(1,1,1,3,3,3-hexafluoro-2-hydroxypropan-2-yl)phenyl]-2-[(1-methoxycyclopropyl)acetyl]-2,3-dihydro-1H-isoindol-1-carboxamid